OC(C(=O)NCCCCCCCC\C=C/CCCCCCCC)CCC(=O)NCCCCCCCC\C=C/CCCCCCCC 2-hydroxy-N,N'-bis[(Z)-octadec-9-enyl]pentanediamide